4-((S)-2-(dimethylamino)-3-((R)-3-(pyridin-2-yl)-3-(1-(trifluoromethyl)cyclopropyl)propanamido)propyl)-2-fluoro-N-methylbenzamide CN([C@@H](CC1=CC(=C(C(=O)NC)C=C1)F)CNC(C[C@H](C1(CC1)C(F)(F)F)C1=NC=CC=C1)=O)C